5-[1-(hydroxymethyl)-2,3-dihydro-1H-isoindol-2-yl]-4-(trifluoromethyl)-2-[[2-(trimethylsilyl)ethoxy]methyl]-2,3-dihydropyridazin-3-one OCC1N(CC2=CC=CC=C12)C1=C(C(N(N=C1)COCC[Si](C)(C)C)=O)C(F)(F)F